3,5-diethyltoluol C(C)C=1C=C(C=C(C1)CC)C